BrC1=NC=C(C(=C1)N1C(C(=C(C=C1C)OC([2H])([2H])C1=C(C=C(C=C1)F)F)Cl)=O)C 2'-bromo-3-chloro-4-((2,4-difluoroPhenyl)methoxy-d2)-5',6-dimethyl-2H-[1,4'-bipyridyl]-2-one